[1-hydroxy-2-(1H-imidazol-1-yl)ethane-1,1-diyl]bis(phosphonic acid) OC(CN1C=NC=C1)(P(O)(O)=O)P(O)(O)=O